disilicic acid [Si](O)(O)(O)O[Si](O)(O)O